C(=O)C1(C(=C(C(=CC1)OC)OC)C1=CC(=CC=C1C=O)OC)OC 2,6'-diformyl-2,3',5,6-tetramethoxybiphenyl